N1=CSC=2C(=NC=CC21)N2CC1(CNC1)C(C2)C(=O)N 6-(thiazolo[5,4-c]pyridin-4-yl)-2,6-diazaspiro[3.4]octane-8-carboxamide